N[C@@H]([C@@H](O)C1=C(C(=CC=C1)F)Cl)CCC (1S,2R)-2-amino-1-(2-chloro-3-fluorophenyl)pentan-1-ol